CC=1C(OC(C1C)=O)=O 3,4-dimethyl-2,5-furandione